dodecoxyethanol C(CCCCCCCCCCC)OC(C)O